SCCS(=O)(=O)CCS bis(2-mercaptoethyl) sulfone